C1C(CCCC1)SN 2-cyclohexyl-sulphenamide